7-(3-((6-methoxypyridin-3-yl)amino)-7,8-dihydro-1,6-naphthyridin-6(5H)-yl)-8-methyl-4H-pyrimido[1,2-b]pyridazin-4-one COC1=CC=C(C=N1)NC=1C=NC=2CCN(CC2C1)C=1C(=CC=2N(N1)C(C=CN2)=O)C